3-((3-fluoro-4-(tetradecyloxy)phenyl)sulfonyl)-4-(4-(4-methylpiperazin-1-yl)-[1,4'-bipiperidin]-1'-yl)-6-(methylsulfonyl)quinoline FC=1C=C(C=CC1OCCCCCCCCCCCCCC)S(=O)(=O)C=1C=NC2=CC=C(C=C2C1N1CCC(CC1)N1CCC(CC1)N1CCN(CC1)C)S(=O)(=O)C